O=C1N([C@@H]2C=C(CN1C2)N2N=NC=C2)OS(=O)(=O)[O-].[Na+] Sodium [(5R)-7-oxo-3-(triazol-1-yl)-1,6-diazabicyclo[3.2.1]oct-3-en-6-yl]sulfate